Cl.N1C[C@@H](CC1)NC(=O)C1=NC=NC(=C1)C1=CC(=C(C=C1)Cl)Cl 6-(3,4-dichloro-phenyl)-pyrimidine-4-carboxylic acid (R)-pyrrolidin-3-yl-amide hydrochloride